3-(3-(4-bromophenyl)-5-(4-fluorophenyl)-4,5-dihydro-1H-pyrazole-1-carbonyl)-7-(3-cyanoselenopropoxy)-dihydro-benzopyran-2-one BrC1=CC=C(C=C1)C1=NN(C(C1)C1=CC=C(C=C1)F)C(=O)C1C(OC2=C(C1)C=CC(=C2)OCCC[Se]C#N)=O